C1N(CC2=CC=CC=C12)C(CNC12CC3(CC(CC(C1)C3)C2)OCCCCCCCC)=O 1-(isoindolin-2-yl)-2-((3-(octyloxy)adamantan-1-yl)amino)ethan-1-one